butyl 4-(1-hydroxyethyl)piperidine-1-carboxylate OC(C)C1CCN(CC1)C(=O)OCCCC